C([S-])(OCCNC(=S)NC1=CC=CC=C1)=S O-(2-(3-phenylthioureido) ethyl) dithiocarbonate